5-(2-phenylbenzoyl)amino-3-(1-azabicyclo[5.4.0]undec-3-en-4-yl)-benzothiophene C1(=CC=CC=C1)C1=C(C(=O)NC=2C=CC3=C(C(=CS3)C3=CCN4CCCCC4CC3)C2)C=CC=C1